2-(benzyloxy)-5-bromo-3-(dimethylamino)benzaldehyde C(C1=CC=CC=C1)OC1=C(C=O)C=C(C=C1N(C)C)Br